O[C@@]12[C@]3(C=CC(C=C3CC[C@H]1[C@@H]1CCC([C@@]1(C)CC2)=O)=O)C 9-hydroxy-androsta-1,4-diene-3,17-dione